allylamine hydrochloride dimethylallylamine salt CC(=CCN)C.Cl.C(C=C)N